7-(Cyclopropylmethyl)-2-methoxy-7H-pyrrolo[2,3-d]pyrimidine-6-carboxylic acid methyl ester COC(=O)C1=CC2=C(N=C(N=C2)OC)N1CC1CC1